aluminum 2,2'-methylenebis-(4,6-di-tert-butylphenyl) phosphate P1(=O)(OC2=C(C=C(C=C2C(C)(C)C)C(C)(C)C)CC2=C(C(=CC(=C2)C(C)(C)C)C(C)(C)C)O1)[O-].[Al+3].C1C2=C(C(=CC(=C2)C(C)(C)C)C(C)(C)C)OP(=O)(OC2=C1C=C(C=C2C(C)(C)C)C(C)(C)C)[O-].C2C1=C(C(=CC(=C1)C(C)(C)C)C(C)(C)C)OP(=O)(OC1=C2C=C(C=C1C(C)(C)C)C(C)(C)C)[O-]